(2-(4-((((2-methoxyethoxy)carbonyl)amino)methyl)phenyl)thiazole-4-carbonyl)-Z-serinate COCCOC(=O)NCC1=CC=C(C=C1)C=1SC=C(N1)C(=O)N[C@@H](CO)C(=O)[O-]